NC1=C(C2=C(S1)C(=CC=C2C2=C(C=C1C(=NC(=NC1=C2F)OC[C@]21CCCN1C[C@@H](C2)F)N2CCOCCC2)Cl)F)C#N 2-amino-4-(6-chloro-8-fluoro-2-(((2R,7aS)-2-fluorotetrahydro-1H-pyrrolizin-7a(5H)-yl)methoxy)-4-(1,4-oxazepan-4-yl)quinazolin-7-yl)-7-fluorobenzo[b]thiophene-3-carbonitrile